3-(β-D-glucopyranosyloxy)-4-[(4-methylsulfanyl-phenyl)methyl]-1-propyl-5-trifluoromethylpyrazole [C@@H]1([C@H](O)[C@@H](O)[C@H](O)[C@H](O1)CO)OC1=NN(C(=C1CC1=CC=C(C=C1)SC)C(F)(F)F)CCC